BrC=1C=C(C=CC1)C1(COC1)C=C 3-(3-bromophenyl)-3-vinyloxetane